3-(4-(6-(methylsulfonyl)-5-nitropyridin-3-yl)-1H-1,2,3-triazol-1-yl)-4-oxobutyl (2-(trimethylammonio)ethyl) phosphate P(=O)(OCCC(C=O)N1N=NC(=C1)C=1C=NC(=C(C1)[N+](=O)[O-])S(=O)(=O)C)(OCC[N+](C)(C)C)[O-]